FC=1C=2C3=C(C(N(C3=CC1)C(=O)OC(C)(C)C)=O)C=C(C2)CO tert-Butyl 6-fluoro-4-(hydroxymethyl)-2-oxobenzo[cd]indole-1(2H)-carboxylate